CC1=C(C=2N(C=C1C1=C(C(=NN1)C(=O)NC1CCN(CC1)C(C)C)C(C)C)N=CN2)C 5-(7,8-dimethyl-[1,2,4]triazolo[1,5-a]pyridin-6-yl)-4-isopropyl-N-(1-isopropylpiperidin-4-yl)-1H-pyrazole-3-carboxamide